cyclopropan-2-one C1C(C1)=O